2-(4-cyano-3-fluorophenyl)-3-(3-fluoro-4-methoxyphenyl)isonicotinamide C(#N)C1=C(C=C(C=C1)C=1C(=C(C(=O)N)C=CN1)C1=CC(=C(C=C1)OC)F)F